5-bromo-3,3-dimethylindolin BrC=1C=C2C(CNC2=CC1)(C)C